1,5-dihydroxy-3-adamantanecarboxylic acid OC12CC3(CC(CC(C1)C3)(C2)O)C(=O)O